CN(CC=C)C (E)-3-(dimethylamino)propene